BrC1=CC=C(C=C1)C=1C=NN(C1C1=C2C(=NC(=C1)N1C(COCC1)C)NN=C2)COCC[Si](C)(C)C ((R)-4-(4-(4-bromophenyl)-1-(1-(2-(trimethylsilyl)ethoxy)methyl)-1H-pyrazol-5-yl)-1H-pyrazolo[3,4-b]pyridin-6-yl)-3-methylmorpholine